ClC1=C(C=C(C=C1)F)C1C=2N(C(C(N1)=O)(C)C)C(=CC2NC(C2=CC(=CC(=C2)C(F)(F)F)F)=O)C(=O)NC 1-(2-chloro-5-fluorophenyl)-8-(3-fluoro-5-(trifluoromethyl)benzamido)-N,4,4-trimethyl-3-oxo-1,2,3,4-tetrahydropyrrolo[1,2-a]pyrazine-6-carboxamide